NC1=C(C=C(C=N1)C=1C=C2N(N1)CC[C@]21CN(CC1)C(=O)NC(C)(C)C1=NC=C(C=C1)F)C(F)(F)F |r| (rac)-2'-[6-amino-5-(trifluoromethyl)pyridin-3-yl]-N-[2-(5-fluoropyridin-2-yl)propan-2-yl]-5',6'-dihydrospiro[pyrrolidine-3,4'-pyrrolo[1,2-b]pyrazole]-1-carboxamide